ethyl 6-amino-7-methylimidazo[1,2-a]pyridine-2-carboxylate NC=1C(=CC=2N(C1)C=C(N2)C(=O)OCC)C